N-(2-(3,4-dichlorophenyl)thiazol-4-yl)-2-(piperazin-1-yl)acetamide ClC=1C=C(C=CC1Cl)C=1SC=C(N1)NC(CN1CCNCC1)=O